BrC1=CC=C2C(C(N(C2=C1)CCC1=CC=CC=C1)=O)(C)C 6-bromo-3,3-dimethyl-1-phenethylindol-2-one